1-[(2-propenyl-sulfenyl)formyl]-4-(2-methylphenyl)-5-amino-1H-pyrazol C(C=C)SC(=O)N1N=CC(=C1N)C1=C(C=CC=C1)C